2-((2-Chloropyridin-4-yl)oxy)-1-(tetrahydro-2H-pyran-4-yl)ethan-1-one methyl-trans-4-[(8-fluoro-[1,2,4]triazolo[1,5-a]pyridin-6-yl)methyl]cyclohexanecarboxylate COC(=O)[C@@H]1CC[C@H](CC1)CC=1C=C(C=2N(C1)N=CN2)F.ClC2=NC=CC(=C2)OCC(=O)C2CCOCC2